BrC1=C(COC2=CC(=C(CN[C@H](C(=O)O)C(C)O)C=C2Cl)OCC=2C=NC=CC2)C=CC=C1C1=C2CCN(C2=CC=C1)CCCN1CC2(C1)NC(NC2)=O (2S)-2-(4-(2-bromo-3-(1-(3-(6-oxo-2,5,7-triazaspiro[3.4]octan-2-yl)propyl)indoline-4-yl)benzyloxy)-5-chloro-2-((pyridin-3-yl)methoxy)benzylamino)-3-hydroxybutyric acid